4-chloro-6-fluoro-3-methyl-2-(2-methylpyrazol-3-yl)benzonitrile ClC1=C(C(=C(C#N)C(=C1)F)C=1N(N=CC1)C)C